ClC1=CC(=C(N)C=C1)CN(C)C 4-chloro-2-((dimethylamino)methyl)aniline